(1R,3S)-1-((2-fluoro-2'-methoxy-[1,1'-biphenyl]-3-yl)methyl)-3-(methylsulfonamido)cyclopentane-1-carboxamide FC1=C(C=CC=C1C[C@]1(C[C@H](CC1)NS(=O)(=O)C)C(=O)N)C1=C(C=CC=C1)OC